FC(OC1=C(C=C(C=C1)SC[C@@H](C)O)C1=NN(C=C1NC(=O)C=1C=NN2C1N=CC=C2)C)F (R)-N-(3-(2-(difluoromethoxy)-5-((2-hydroxypropyl)thio)phenyl)-1-methyl-1H-pyrazol-4-yl)pyrazolo[1,5-a]pyrimidine-3-carboxamide